aminoketovaleric acid hydrochloride Cl.NC(C(C(=O)O)=O)CC